2-{3-(dibenzothiophene-4-yl)-5-(9,9-dimethylfluorene-2-yl)-phenyl}-4,6-diphenyl-1,3,5-triazine C1=CC=C(C=2SC3=C(C21)C=CC=C3)C=3C=C(C=C(C3)C3=CC=2C(C1=CC=CC=C1C2C=C3)(C)C)C3=NC(=NC(=N3)C3=CC=CC=C3)C3=CC=CC=C3